OCC1(NC(C=2C1=NC=CC2)=O)C 7-(hydroxymethyl)-7-methyl-5-oxo-6H-pyrrolo[3,4-b]pyridin